[N+](=O)([O-])C1=C(C=CC(=C1)[N+](=O)[O-])N1CC(=CC=C1)C(N)=O 1-(2',4'-dinitrophenyl)-3-carbamyl-pyridine